CC(=O)/C=C/C1C(=C)CCCC1(C)C gamma-ionone